tetraethyl ((4-hydroxybutanamido)methylene)bis(phosphonate) OCCCC(=O)NC(P(OCC)(OCC)=O)P(OCC)(OCC)=O